N-(N-(benzo[d]thiazol-2-yl)carbamimidoyl)cyclopropylamine S1C(=NC2=C1C=CC=C2)NC(=N)NC2CC2